3,4,5-trihydroxybenzamide OC=1C=C(C(=O)N)C=C(C1O)O